ClC1=C(C=C(C(=C1)Cl)OC)NC1=C(C=NC2=CC(=C(C=C12)OC)OCCCN1CCN(CC1)CC=1C=C2C(N(C(C2=CC1F)=O)C1C(NC(CC1)=O)=O)=O)C#N 4-((2,4-dichloro-5-methoxyphenyl)amino)-7-(3-(4-((2-(2,6-dioxopiperidin-3-yl)-6-fluoro-1,3-dioxoisoindolin-5-yl)methyl)piperazin-1-yl)propoxy)-6-methoxyquinoline-3-carbonitrile